C1(CCCCC1)C(=O)N1CC2=C(CC1)N=C(S2)NC(C2=CN=C(C=C2C2=C(C=CC=C2)OC)C)=O N-(5-(cyclohexanecarbonyl)-4,5,6,7-tetrahydrothiazolo[5,4-c]pyridin-2-yl)-4-(2-methoxyphenyl)-6-methylnicotinamide